COC1=CC=C(CO[C@@H](C=O)[C@@H](O)[C@H](O)[C@H](O)CO)C=C1 O-p-methoxybenzyl-glucose